FC1=C(OCC(CC(=C)C)(C)NC(=O)C=2C=C3C(=NC2)C=CS3)C=CC=C1 N-(1-(2-fluorophenoxy)-2,4-dimethylpent-4-en-2-yl)thieno[3,2-b]pyridine-6-carboxamide